C(C)[SiH](O[SiH3])CCCN ethyl-aminopropyl-disiloxane